ClC=1C(NN=CC1NC[C@H]1COCCS1(=O)=O)=O 4-chloro-5-((((S)-4,4-dioxido-1,4-oxathian-3-yl)methyl)amino)pyridazin-3(2H)-one